C12(CC3CC(CC(C1)C3)C2)CCC(C(=O)[O-])CCC(OC(OCCN(CCOC(OC(CCCC(=O)[O-])CCCCCC)=O)CCN(CC)CC)=O)CCCCCC 2-(((3r,5r,7r)-adamantan-1-yl)ethyl)11-(2-(diethylamino)ethyl)-5,17-dihexyl-7,15-dioxo-6,8,14,16-tetraoxa-11-azahenicosanedioate